ClC1=CC(=C(COC=2N=C(C=C3C2NC=C3)C=3CCNCC3)C=C1)F 7-((4-chloro-2-fluorobenzyl)oxy)-5-(1,2,3,6-tetrahydropyridin-4-yl)-1h-pyrrolo[2,3-c]Pyridine